6-chloro-9-(2,6-difluoro-4-nitrobenzyl)-9H-purin-2-amine ClC1=C2N=CN(C2=NC(=N1)N)CC1=C(C=C(C=C1F)[N+](=O)[O-])F